O=C1NCCCC1N1C(C2=CC=CC=C2C1=O)=O 2-(2-oxopiperidin-3-yl)isoindoline-1,3-dione